1,4-dihydropyrimidin N1C=NCC=C1